FC1=C(C=C(OC2=CC=CC(=N2)C2=CC3=C(N(CCO3)C(C)=O)C=C2)C=C1)O 1-{7-[6-(4-fluoro-3-hydroxyphenoxy)pyridin-2-yl]-3,4-dihydro-2H-1,4-benzoxazin-4-yl}ethan-1-one